2,6-dimethyl-hept-5-enal CC(C=O)CCC=C(C)C